2-methyl-5-(4,4,5,5-tetramethyl-1,3,2-dioxaborolan-2-yl)-1H-pyrrole CC=1NC(=CC1)B1OC(C(O1)(C)C)(C)C